N1N=C(C=C1)C1=C2C=CC=CC2=C(C2=N[Se]N=C21)C2=NNC=C2 4,9-dipyrazolyl-naphtho[2,3-c][1,2,5]selenadiazole